4-chloro-N-(isoquinolin-4-yl)-2-nitrobenzamide ClC1=CC(=C(C(=O)NC2=CN=CC3=CC=CC=C23)C=C1)[N+](=O)[O-]